2,4'-Diisocyanatodiphenylmethane C1=CC=C(C(=C1)CC2=CC=C(C=C2)N=C=O)N=C=O